FC1=CC=C(C=C1)N([C@@H](C)C(=O)O)C 4-fluoro-N-methylphenyl-alanine